(E)-1-(4-(2-(5-bromo-2-(4-fluorophenyl)-1H-indol-3-yl)acetyl)piperazin-1-yl)-3-(3-chlorophenyl)prop-2-en-1-one BrC=1C=C2C(=C(NC2=CC1)C1=CC=C(C=C1)F)CC(=O)N1CCN(CC1)C(\C=C\C1=CC(=CC=C1)Cl)=O